2-[3-[4-fluoro-2-(2-methoxyethoxy)phenyl]-6-(1-methylpyrazol-4-yl)-2-pyridinyl]-4,5,6,7-tetrahydropyrazolo[1,5-a]pyrazine trifluoroacetate FC(C(=O)O)(F)F.FC1=CC(=C(C=C1)C=1C(=NC(=CC1)C=1C=NN(C1)C)C1=NN2C(CNCC2)=C1)OCCOC